ethyl 3,3-di-(tert-amyl peroxy)-butyrate C(C)(C)(CC)OOC(CC(=O)OCC)(C)OOC(C)(C)CC